copper, ammonium salt [NH4+].[Cu+2]